ON(C)C(C1=CC=CC=C1)P(C1=CC=CC=C1)C1=CC=CC=C1 ((hydroxy(methyl)amino)(phenyl)methyl)diphenylphosphine